C(C)OC1CN(CCC1OC1=CC(=CC=C1)C(F)(F)F)C1=CC(N(C=2C=CC(=NC12)C#N)C)=O 8-(3-ethoxy-4-(3-(trifluoromethyl)phenoxy)piperidin-1-yl)-5-methyl-6-oxo-5,6-dihydro-1,5-naphthyridine-2-carbonitrile